3-((6-(3-chloro-1H-pyrazol-4-yl)-1-oxoisoquinolin-2(1H)-yl)methyl)-N-(oxetan-3-ylmethyl)benzamide ClC1=NNC=C1C=1C=C2C=CN(C(C2=CC1)=O)CC=1C=C(C(=O)NCC2COC2)C=CC1